C1(=CC=CC=C1)C1=CC=C(C=N1)C1N2CCC(C=C1)CC2 (6-phenyl-3-pyridinyl)-1-azabicyclo[3.2.2]non-3-ene